C(C=C)OC(=O)Cl prop-2-en-1-ylcarbonochloridate